O=C1NC(CCC1N1C(C2=CC(=C(C=C2C1)C1CCN(CC1)C(=O)OC(C)(C)C)F)=O)=O tert-butyl 4-(2-(2,6-dioxopiperidin-3-yl)-6-fluoro-1-oxoisoindolin-5-yl)piperidine-1-carboxylate